C(C=C)(=O)OC(C)CCCCCCCCCCCCCCCCCCC 2-acryloxyheneicosane